3,4-diethyl-3-hexanol C(C)C(CC)(C(CC)CC)O